ClC1=C2C(N(C(NC2=C(C=C1)S(=O)(=O)C1=CC=C2C=NN(C2=C1)C1CC(C1)(C)C)=O)O)=O 5-chloro-8-((1-(3,3-dimethylcyclobutyl)-1H-indazol-6-yl)sulfonyl)-3-hydroxyquinazoline-2,4(1H,3H)-dione